FC1=C(C=CC=C1)C1N(CCN(C1)C)C(=O)C1=C(C=C(C=C1)NC(=O)C1CC1)N1CCCC1 N-[4-[2-(2-fluorophenyl)-4-methylpiperazine-1-carbonyl]-3-pyrrolidin-1-ylphenyl]cyclopropanecarboxamide